CC1(OB(OC1(C)C)C1=C(C=CC(=C1)C(F)(F)F)C(C)=O)C 1-(2-(4,4,5,5-tetramethyl-1,3,2-dioxaborolan-2-yl)-4-(trifluoromethyl)phenyl)ethan-1-one